COC=1C=C2CCNC(C2=CC1OC)C1=CC=C(N(C)C)C=C1 4-(6,7-dimethoxy-1,2,3,4-tetrahydroisoquinoline-1-yl)-N,N-dimethylaniline